Tertiary-butyl (5,6-dichloropyridin-3-yl)carbamate ClC=1C=C(C=NC1Cl)NC(OC(C)(C)C)=O